2-(6-fluorobenzo[b]selenophen-3-yl)ethan-1-amine FC=1C=CC2=C([Se]C=C2CCN)C1